ClC=1C=C(C=C(C1)Cl)C1=CC(=CC(=C1)CN1[C@H](CC(CC1)C1CCNCC1)CCOC)CN1CCC(CC1)CNC(C)=O N-((1-((3',5'-dichloro-5-((r-(2-methoxyethyl)-[4,4'-bipiperidin]-1-yl)methyl)-[1,1-biphenyl]-3-yl)methyl)piperidin-4-yl)methyl)acetamide